chloro-2,5-dimethyl-1,1'-biphenyl ClC=1C(=C(C=C(C1)C)C1=CC=CC=C1)C